C(C)S(=O)(=O)C1=C2C=C(N(C2=CC=C1)[C@@H](C1CCOCC1)C1=CC=CC=C1)C1=CN(C2=C(N=CC=C21)O)C (S)-3-(4-(ethylsulfonyl)-1-(phenyl(tetrahydro-2H-pyran-4-yl)methyl)-1H-indol-2-yl)-1-methyl-1H-pyrrolo[2,3-c]pyridin-7-ol